FC1=CC=C(C=C1)C(C(=O)NC1=NC=CC(=C1)C1=C(C=2C(N(C=CC2N1)C)=O)C1=CC=C(C=C1)O)C 2-(4-fluorophenyl)-N-{4-[3-(4-hydroxyphenyl)-5-methyl-4-oxo-4,5-dihydro-1H-pyrrolo[3,2-c]pyridin-2-yl]pyridin-2-yl}propanamide